C1(CCC=2C=CC3=C(C12)C=CC=C3)=O 2,3-dihydro-1H-benzo[e]inden-1-one